4,7-dihydro-6-(1-methylethyl)-7-oxo-5-phenyl-pyrazolo[1,5-a]pyrimidine-3-carbonitrile CC(C)C1=C(NC=2N(C1=O)N=CC2C#N)C2=CC=CC=C2